ClC1=CC=C(C=N1)NC1=NC=CC2=CC(=CC=C12)OC1CN(CCC1)C(C)=O 1-(3-((1-((6-chloropyridin-3-yl)amino)isoquinolin-6-yl)oxy)piperidin-1-yl)ethan-1-one